phenylphosphoryl-dimelamine C1(=CC=CC=C1)P(=O)(NC1=NC(=NC(=N1)N)N)NC1=NC(=NC(=N1)N)N